3'-methyl-4-pentyl-3-(thiazol-5-yl)-[1,1'-biphenyl]-2,6-diol CC=1C=C(C=CC1)C=1C(=C(C(=CC1O)CCCCC)C1=CN=CS1)O